2-amino-2-(3-(biphenyl-3-yloxy)propyl)-6-boronohexanoic acid NC(C(=O)O)(CCCCB(O)O)CCCOC=1C=C(C=CC1)C1=CC=CC=C1